C(C)(C)(C)OC(N=C1NC(C(N1)CC(C)(C)C)=O)=O 4-neopentyl-5-oxoimidazolidin-2-ylidenecarbamic acid tert-butyl ester